tert-butyl 3-(4,4,5,5-tetramethyl-1,3,2-dioxaborolan-2-yl)-7-(trifluoromethyl)-1H-indole-1-carboxylate CC1(OB(OC1(C)C)C1=CN(C2=C(C=CC=C12)C(F)(F)F)C(=O)OC(C)(C)C)C